FC1(C(CN(CC1)C(=O)OC(C)(C)C)C1=CC(=NC=C1)C=O)F tert-butyl 4,4-difluoro-3-(2-formylpyridin-4-yl)piperidine-1-carboxylate